2-isopropoxy-3-pyridyl-boronic acid C(C)(C)OC1=NC=CC=C1B(O)O